Tetrazol-5-one trifluoroacetate FC(C(=O)O)(F)F.N1=NN=NC1=O